(2S,4R)-2-[[3-(2-chlorophenyl)-2-oxopropyl]carbamoyl]-4-hydroxypyrrolidine-1-carboxylic acid tert-butyl ester C(C)(C)(C)OC(=O)N1[C@@H](C[C@H](C1)O)C(NCC(CC1=C(C=CC=C1)Cl)=O)=O